C(C)OC(C(C(C=CC=CCCC)(C1=CC=CC=C1)C1=CC=CC=C1)C#N)=O.C1(=CC=CC=C1)N(C1=CC=C(C=C1)C1=NC=C(C2=CC=CC=C12)C=1C=CC=2N(C3=CC=CC=C3C2C1)C1=CC=CC=C1)C1=CC=CC=C1 N,N-diphenyl-4-(4-(9-phenyl-9H-carbazole-3-yl)isoquinolin-1-yl)aniline ethyl-2-cyano-3,3-diphenyl-decadienoate